BrC1=NN(C2=C1N=C(N=C2)C=2C(=NC=NC2OC)C2CC2)COCC[Si](C)(C)C 3-bromo-5-(4-cyclopropyl-6-methoxypyrimidin-5-yl)-1-((2-(trimethylsilyl)ethoxy)methyl)-1H-pyrazolo[4,3-d]pyrimidine